C1(=CC=CC=2OC3=CC=CC=C3NC12)C(=S)S phenoxazinedithiocarboxylic acid